BrC1=CC=C(C=N1)\C=N/O (Z)-N-((6-bromopyridin-3-yl)methylene)hydroxylamine